BrC=1C(N(N(C1C([2H])([2H])[2H])C(=O)OC(C)(C)C)C)C([2H])([2H])[2H] tert-butyl 4-bromo-5-(methyl-d3)-methyl-3-(methyl-d3)-1H-pyrazole-1-carboxylate